Bis(ferrocenyl)chlorophosphine methyl-4-bromo-5-[(2,4-dimethylphenyl)carbamoyl]-2-{[(9H-fluoren-9-ylmethoxy)carbonyl]amino}thiophene-3-carboxylate COC(=O)C1=C(SC(=C1Br)C(NC1=C(C=C(C=C1)C)C)=O)NC(=O)OCC1C2=CC=CC=C2C=2C=CC=CC12.[C-]1(C=CC=C1)P(Cl)[C-]1C=CC=C1.[CH-]1C=CC=C1.[Fe+2].[CH-]1C=CC=C1.[Fe+2]